C(C1=CC=CC=C1)S(=O)(=O)O toluene-sulfonic acid